NC1=C(C=C(C=C1)C1=NOC(N1)=O)F 3-(4-amino-3-fluorophenyl)-4H-1,2,4-oxadiazol-5-one